C(C)OC(=O)N1[C@H](C[C@H](C1)N=[N+]=[N-])CO (2R,4R)-4-azido-2-(hydroxymethyl)pyrrolidine-1-carboxylic acid ethyl ester